FC1=C(C(=O)O)C=C(C(=C1)NCC#CC=1N(C2=CC=CC(=C2C1)NC1CCC(CC1)N1CC2(COC2)C1)CC(F)(F)F)OC 2-fluoro-5-methoxy-4-{[3-(4-{[(1R,4R)-4-{2-oxa-6-azaspiro[3.3]heptan-6-yl}cyclohexyl]amino}-1-(2,2,2-trifluoroethyl)-1H-indol-2-yl)prop-2-yn-1-yl]amino}benzoic acid